C(CCCCCCCCCCCCCCCCCCCCCCCCCCCCCCCCCCCCC(=O)N)(=O)N dimethylenebisstearamide